3-[[2-(bromomethyl)-3-fluoro-4-pyridinyl]methyl]-7-[(3-fluoro-2-pyridinyl)oxy]-4-methyl-chromen-2-one BrCC1=NC=CC(=C1F)CC=1C(OC2=CC(=CC=C2C1C)OC1=NC=CC=C1F)=O